1-(4-methylsulfonylanilino)isoquinolin-7-ol CS(=O)(=O)C1=CC=C(NC2=NC=CC3=CC=C(C=C23)O)C=C1